C1(CCCCC1)OC(=O)NC=1C=C(C=NC1C)C1=CC2=C(N=C(S2)NC(COCCOCCN2CCN(CC2)CC(=O)OC)=O)C=C1 methyl 2-(4-(2-(2-(2-((6-(5-(((cyclohexyloxy)carbonyl)amino)-6-methylpyridin-3-yl)benzo[d]thiazol-2-yl)amino)-2-oxoethoxy)ethoxy)ethyl)piperazin-1-yl)acetate